ClC=1N=CC2=CC(=NC=C2C1)C1=C(C(=CC(=C1C1CC1)OC)OC)Cl 3-chloro-7-(2-chloro-6-cyclopropyl-3,5-dimethoxyphenyl)-2,6-naphthyridine